C1(=CC=CC=C1)NC1=CC=C2CCN(CC2=C1)C(C=C)=O 1-(7-(phenylamino)-3,4-dihydroisoquinolin-2(1H)-yl)prop-2-en-1-one